bis-allyl maleate C(\C=C/C(=O)OCC=C)(=O)OCC=C